1-(5-chlorothien-3-yl)azetidine-3-carboxylic acid ClC1=CC(=CS1)N1CC(C1)C(=O)O